[N+](=O)([O-])C=1C=C(C(=O)OC[C@@]2(C=C3C([C@](C4(C(=C3[C@H]2O)C)CC4)(C)O)=O)C)C=C(C1)[N+](=O)[O-] ((2'S-3'R,6'R)-3',6'-dihydroxy-2',4',6'-trimethyl-7'-oxo-2',3',6',7'-tetrahydrospiro[cyclopropane-1,5'-inden]-2'-yl)methyl 3,5-dinitrobenzoate